2,2-dimethyl-1-(4-(((2R,3R,4R,5S)-3,4,5-tris(benzyloxy)-2-methylpiperidin-1-yl)methyl)piperidin-1-yl)propan-1-one CC(C(=O)N1CCC(CC1)CN1[C@@H]([C@H]([C@@H]([C@H](C1)OCC1=CC=CC=C1)OCC1=CC=CC=C1)OCC1=CC=CC=C1)C)(C)C